C(CCC)C=1C=C(C=CC1CCCC)O 3,4-dibutylphenol